4-trifluoroacetamido-3-bromo-N,N-dimethyl-5-nitrobenzamide FC(C(=O)NC1=C(C=C(C(=O)N(C)C)C=C1[N+](=O)[O-])Br)(F)F